FC(C1=NN=C(S1)C1=NC=C2N1C=C(C=C2N2C[C@@H](N(CC2)C(=O)OC(C)(C)C)CC)S(NC2(CC2)C)(=O)=O)F (S)-tert-butyl 4-(3-(5-(difluoromethyl)-1,3,4-thiadiazol-2-yl)-6-(N-(1-methylcyclopropyl)sulfamoyl)imidazo[1,5-a]pyridin-8-yl)-2-ethylpiperazine-1-carboxylate